BrC=1C(=NC=CC1C1CC1)Cl 3-bromo-2-chloro-4-cyclopropylpyridine